C[C@@H]1N(CC1)C=1N=C(C2=C(N1)CCC2)C2=CC=C(C=C2)CNC(C2=CC=CC=C2)=O N-[[4-[2-[(2S)-2-methylazetidin-1-yl]-6,7-dihydro-5H-cyclopenta[d]pyrimidin-4-yl]phenyl]methyl]benzamide